3-amino-6-vinylpyridine NC=1C=NC(=CC1)C=C